COC([O-])C.[Sn+4].COC([O-])C.COC([O-])C.COC([O-])C tin methoxyethoxide